C(=O)(OC(C)(C)C)NCCC1=CC(O)=C(O)C=C1 N-Bocdopamine